CC=1C(=C(C=C(C1)C(F)(F)F)O)C1=CC2=C(N=N1)N(CC2)[C@H]2CCCN1CCC[C@@H]21 3-methyl-2-(7-((8S,8aS)-octahydroindolizin-8-yl)-6,7-dihydro-5H-pyrrolo[2,3-c]pyridazin-3-yl)-5-(trifluoromethyl)phenol